(S)-6-chloro-N-(2-((4-(dimethylamino)phenylsulfonamido)methyl)butyl)-3,4-dihydroisoquinoline-2(1H)-sulfonamide ClC=1C=C2CCN(CC2=CC1)S(=O)(=O)NC[C@@H](CC)CNS(=O)(=O)C1=CC=C(C=C1)N(C)C